2,5-dichloro-4-(pyrazin-2-yl)pyrimidine ClC1=NC=C(C(=N1)C1=NC=CN=C1)Cl